ClC=1C=C(OC2CC(C2)NC(OC(C)(C)C)=O)C=CC1F tert-butyl ((1r,3r)-3-(3-chloro-4-fluorophenoxy)cyclobutyl)carbamate